N-(5-((6-((R)-3-benzylisoxazolidine-2-yl)pyrimidine-4-yl)amino)-2-(4-(cyclopropylmethyl)piperazine-1-yl)-4-methoxyphenyl)acrylamide C(C1=CC=CC=C1)[C@H]1N(OCC1)C1=CC(=NC=N1)NC=1C(=CC(=C(C1)NC(C=C)=O)N1CCN(CC1)CC1CC1)OC